[Si](C)(C)(C(C)(C)C)OC[C@@H]1N(C(CC1)=O)C(=O)OC(C)(C)C tert-butyl (R)-2-(((tert-butyldimethylsilyl) oxy) methyl)-5-oxopyrrolidine-1-carboxylate